(dibenzofuranyl)[(naphthobenzofuranyl)phenyl]anthracene ethyl-2-(4-piperidyl)-3-(p-tolyl)propanoate C(C)OC(C(CC1=CC=C(C=C1)C)C1CCNCC1)=O.C1(=CC=CC=2OC3=C(C21)C=CC=C3)C3=C(C2=CC1=CC=CC=C1C=C2C=C3)C3=C(C=CC=C3)C3=COC=2C3=CC=C3C2C=CC2=CC=CC=C23